C1(=CC=CC=C1)S(=O)(=O)/C=C/C(=O)C1=CC=C(C=C1)SC (E)-3-(benzenesulfonyl)-1-(p-methylsulfanylphenyl)-2-propen-1-one